NC(COC1=C(C=C(C=C1)C1=CC=NC=C1)C#N)(CC(=C)C)C 4-(4-((2-amino-2,4-dimethylpent-4-en-1-yl)oxy)-3-cyanophenyl)pyridine